ClC1=CC(=NC(=C1)C=1C=NN2C1C=C(C=C2)Cl)N2CC1NC(C2)C1 3-(4-chloro-6-(5-chloropyrazolo[1,5-a]pyridin-3-yl)pyridin-2-yl)-3,6-diazabicyclo[3.1.1]heptane